COC=1C(=NN=NC1)C1=CC=CC=C1 METHOXYPHENYL-TRIAZINE